OC1C2CC(C(C1)C2)C#N 5-hydroxybicyclo[2.2.1]heptane-2-carbonitrile